1,1-dioxo-isothiazolidine O=S1(NCCC1)=O